CN(CC[Si](OCCC)(OCCC)OCCC)C N,N-dimethyl-2-aminoethyltri-n-propoxysilane